1-(4-isobutylphenyl)-2-((4-methyl-5-(naphthalen-2-yl)-4H-1,2,4-triazol-3-yl)thio)propan-1-one C(C(C)C)C1=CC=C(C=C1)C(C(C)SC1=NN=C(N1C)C1=CC2=CC=CC=C2C=C1)=O